(S)-ethyl 8-(2-amino-6-((R)-2,2,2-trifluoro-1-(4-(1-methyl-2-oxo-1,2,3,4-tetrahydroquinolin-6-yl)phenyl)ethoxy)pyrimidin-4-yl)-2,8-diazaspiro[4.5]decane-3-carboxylate NC1=NC(=CC(=N1)N1CCC2(C[C@H](NC2)C(=O)OCC)CC1)O[C@@H](C(F)(F)F)C1=CC=C(C=C1)C=1C=C2CCC(N(C2=CC1)C)=O